FC(C)(F)C1=NN(C=C1C)CC1(C(C1)C(F)(F)F)C 3-(1,1-difluoroethyl)-4-methyl-1-((1-methyl-2-(trifluoromethyl)cyclopropyl)methyl)-1H-pyrazole